N1(N=CN=C1)C=1C=C(C=O)C=CC1 3-(1,2,4-triazol-1-yl)benzaldehyde